1-ethyl-3-((S)-1,1,1,5,5,5-hexafluoropentan-2-yl)-1-((S)-2,2,2-trifluoro-1-(5-methoxy-4-(4,4,5,5-tetramethyl-1,3,2-dioxaborolan-2-yl)pyridin-2-yl)ethyl)urea C(C)N(C(=O)N[C@H](C(F)(F)F)CCC(F)(F)F)[C@H](C(F)(F)F)C1=NC=C(C(=C1)B1OC(C(O1)(C)C)(C)C)OC